(±)-trans-5-isopropoxy-2-((3-ethoxypiperidin-4-yl)oxy)pyridine HCl Cl.C(C)(C)OC=1C=CC(=NC1)O[C@H]1[C@@H](CNCC1)OCC |r|